C(#C)C1=CC=C(CN2C3=NC(=NC(=C3N=C2)N)N)C=C1 9-(4-ethynylbenzyl)-9H-purine-2,6-diamine